(2-fluoro-6-(trifluoromethyl)phenyl)methylamine FC1=C(C(=CC=C1)C(F)(F)F)CN